CN1N=C(C=C1C(F)(F)F)NC(=O)C=1C(NC=CC1)=O N-[1-methyl-5-(trifluoromethyl)-1H-pyrazol-3-yl]-2-oxo-1,2-dihydropyridine-3-carboxamide